ClC1=NC=C(C(=C1)C1=C(C=NC(=C1)C)C(=O)NC=1SC(=NN1)C(N(C(C)C1CCOCC1)C)=O)OC 2'-chloro-5'-methoxy-6-methyl-N-(5-{methyl-[1-(oxan-4-yl)ethyl]carbamoyl}-1,3,4-thiadiazol-2-yl)-[4,4'-bipyridine]-3-carboxamide